C1(CC1)CNC(COC1=C(C=C(C=C1)C=O)OC)=O N-(CYCLOPROPYLMETHYL)-2-(4-FORMYL-2-METHOXYPHENOXY)ACETAMIDE